(R)-2-bromo-N-(5-(2,4-difluorophenoxy)pyridin-2-yl)propionamide Br[C@@H](C(=O)NC1=NC=C(C=C1)OC1=C(C=C(C=C1)F)F)C